FC(C=1C=C(C=CC1)[C@H](CC(=O)OCC)NC(=O)NC=1C(N(C=CC1O)C)=O)(C1=C(C=CC=C1)C)F ethyl (S)-3-(3-(difluoro(o-tolyl)methyl)phenyl)-3-(3-(4-hydroxy-1-methyl-2-oxo-1,2-dihydro pyridin-3-yl)ureido)propanoate